COC(=O)C=1N(N=C(C1)Br)[C@H](CNC(=O)OC(C)(C)C)C 5-bromo-2-[(1S)-2-(tert-butoxycarbonylamino)-1-methyl-ethyl]pyrazole-3-carboxylic acid methyl ester